C(N)(=O)C1(CN(C1)C1=CC(=C(C(=O)N2COC3=C(C2)C=CC=C3C3=CC(=C(C(=O)O)C=C3F)N3C2COCC3CC2)C(=C1)Cl)Cl)F 4-[3-[4-(3-Carbamoyl-3-fluoroazetidin-1-yl)-2,6-dichlorobenzoyl]-2,4-dihydro-1,3-benzoxazin-8-yl]-5-fluoro-2-(3-oxa-8-azabicyclo[3.2.1]octan-8-yl)benzoic acid